C(C)(C)(C)OC(=O)N1C2CN(CC1CC2)CC2=C(N=C1N2C=CC=N1)C1=CC=C(C=C1)Br.BrC1=CC=C(C=C1)S(=O)(=NC)C(C)C (4-bromophenyl)(isopropyl)(methylimino)-λ6-sulfanone tert-butyl-3-{[2-(4-bromophenyl)imidazo[1,2-a]pyrimidin-3-yl]methyl}-3,8-diazabicyclo[3.2.1]octane-8-carboxylate